Cl.NC1=NC=C(C2=C1C=NN2)NC(C(=O)N(CC2=NC=C(C=C2)C(F)(F)F)[C@H]2[C@@H](CCC2)OC(F)F)=O N1-(4-amino-1H-pyrazolo[4,3-c]pyridin-7-yl)-N2-((1R,2R)-2-(difluoromethoxy)cyclopentyl)-N2-((5-(trifluoromethyl)pyridin-2-yl)methyl)oxalamide Hydrogen chloride